NC1=C(C=C(C#N)C=C1)OC(C)C 4-amino-3-isopropoxy-benzonitrile